2-(Benzyloxy)-6-hydroxy-3-methoxybenzaldehyde C(C1=CC=CC=C1)OC1=C(C=O)C(=CC=C1OC)O